N[C@@H]1CC[C@@H](NC1)C (2S,5R)-5-aminotetrahydro-2H-picoline